P.C(=C)C1CCC(CC1)CI 4-vinylcyclohexylmethyl iodide phosphine salt